C(#N)C=1C=C(C=CC1)C=1N=C(SC1C1=CC(=NC(=C1)C)C)NC(=O)N1[C@@H](CNCC1)CO (2S)-N-[4-(3-Cyanophenyl)-5-(2,6-dimethyl-4-pyridyl)thiazol-2-yl]-2-(hydroxymethyl)piperazine-1-carboxamide